(1R,3S)-3-(5-amino-1-(tert-butyl)-1H-pyrazol-3-yl)cyclopentyl methylcarbamate CNC(O[C@H]1C[C@H](CC1)C1=NN(C(=C1)N)C(C)(C)C)=O